C1(CC1)CN1C(N(C(C2=CC(=CC=C12)S(NC1(CC1)C)(=O)=O)=O)N(C(C=C)=O)C)=O N-(1-(cyclopropylmethyl)-6-(N-(1-methylcyclopropyl)sulfamoyl)-2,4-dioxo-1,4-dihydroquinazolin-3(2H)-yl)-N-methylacrylamide